C(C)(C)(C)OC(=O)N1CCN(CC1)C1=NC=C(C=C1)C1C(NC(CC1)=O)=O 4-(5-(2,6-Dioxopiperidin-3-yl)pyridin-2-yl)piperazine-1-carboxylic acid tert-butyl ester